OCC=1C=C(C=C(C1)OCCCCC(=O)OCCCCCCC)OCCCCC(=O)OCCCCCCC Diheptyl 5,5'-((5-(hydroxymethyl)-1,3-phenylene)bis(oxy))dipentanoate